3,9-bis(1,1-dimethyl-2-carboxyethyl)-2,4,8,10-tetraoxaspiro[5.5]undecane CC(CC(=O)O)(C)C1OCC2(CO1)COC(OC2)C(CC(=O)O)(C)C